CC(C#C)N1C=C(C2=C1N=CN=C2Cl)I 7-(but-3-yn-2-yl)-4-chloro-5-iodo-7H-pyrrolo[2,3-d]Pyrimidine